tert-butyl (3S)-3-[(1R)-1-hydroxy-2-[[4-(3-oxa-9-azabicyclo[3.3.1]nonane-9-carbonyl)-benzoyl]amino]ethyl]-7-[(2-methylpyrazol-3-yl)methoxy]-3,4-dihydro-1H-isoquinoline-2-carboxylate O[C@H](CNC(C1=CC=C(C=C1)C(=O)N1C2COCC1CCC2)=O)[C@H]2N(CC1=CC(=CC=C1C2)OCC=2N(N=CC2)C)C(=O)OC(C)(C)C